5-(propan-2-yl)-2,7-naphthyridin-3-amine CC(C)C1=C2C=C(N=CC2=CN=C1)N